C(C)(C)[C@@H]1[C@H](C1)C=1C=C(N=NC1OCC)C=1C(NC(NC1)=O)=O 5-(5-((1S,2R)-2-isopropylcyclopropyl)-6-ethoxypyridazine-3-yl)pyrimidine-2,4(1H,3H)-dione